2-{[rel-(2R,3S)-3-(2-chlorophenyl)-2-(2,4-difluorophenyl)oxiran-2-yl]methyl}-2,4-dihydro-3H-1,2,4-triazole-3-thione ClC1=C(C=CC=C1)[C@H]1[C@@](O1)(C1=C(C=C(C=C1)F)F)CN1N=CNC1=S |o1:7,8|